tert-butyl ((1R,3S)-3-aminocyclohexyl)carbamate N[C@@H]1C[C@@H](CCC1)NC(OC(C)(C)C)=O